FCC=1C=C(C=CC1)C1=NN=C2N1C1=CC=CC=C1C(=N2)NC (3-(fluoromethyl)phenyl)-N-methyl-[1,2,4]triazolo[4,3-a]quinazolin-5-amine